(S,S)- and (R,S)-N-(5-((1-acetylazetidin-3-yl)oxy)pyridin-2-yl)-2-((2-(4-cyanophenyl)-propyl)amino)-2-(3-fluorophenyl)acetamide C(C)(=O)N1CC(C1)OC=1C=CC(=NC1)NC([C@H](C1=CC(=CC=C1)F)NC[C@@H](C)C1=CC=C(C=C1)C#N)=O |&1:16|